cyclohex-1-enyl-acetonitrile C1(=CCCCC1)CC#N